COC(=O)C1(CCN(CC1)C(=O)N1CCC2=CC=CC=C12)CC(=O)OC 1-(indoline-1-carbonyl)-4-(2-methoxy-2-oxo-ethyl)piperidine-4-carboxylic acid methyl ester